2-[6,7-dichloro-1-(p-tolylsulfonyl)indol-4-yl]oxyacetonitrile ClC1=CC(=C2C=CN(C2=C1Cl)S(=O)(=O)C1=CC=C(C=C1)C)OCC#N